[PH2](=O)[O-].[NH3+]C1=CC=CC=C1 anilinium hypophosphite